BrC1=C(C=CC(=C1)CBr)CBr 2-bromo-1,4-bis(bromomethyl)benzene